C(C1=CC=CC=C1)OC(=O)[C@H]1NC(C1)=O (S)-(-)-4-oxo-2-azetidinecarboxylic acid benzyl ester